Cl.NCC(C)(S)C Amino-2-methyl-propane-2-thiol hydrochloride